tert-butyl 4-(6-bromo-3-fluoro-2-pyridyl)-4-cyano-1-piperidinecarboxylate BrC1=CC=C(C(=N1)C1(CCN(CC1)C(=O)OC(C)(C)C)C#N)F